C(C)(C)(C)OC(=O)N1CC(C1)CI.N(=[N+]=[N-])[C@@H](COC1=CC=C(C=C1)C(=O)N1C[C@H](CC1)C1=CC=C(C=C1)F)CN1N=NN=C1 (4-((R)-2-azido-3-(1H-tetrazol-1-yl)propoxy)phenyl)((R)-3-(4-fluorophenyl)pyrrolidin-1-yl)methanone tert-butyl-3-(iodomethyl)azetidine-1-carboxylate